tert-butyl (S)-4-(4-hydroxy-2-methylbutan-2-yl)-2,2-dimethyloxazolidine-3-carboxylate OCCC(C)(C)[C@@H]1N(C(OC1)(C)C)C(=O)OC(C)(C)C